racemic-methyl trans-2-(hydroxymethyl)cyclopentane-1-carboxylate OC[C@H]1[C@@H](CCC1)C(=O)OC |r|